(3S,4R)-3-((R)-5H-imidazo[5,1-a]isoindol-5-yl)-4-methyltetrahydro-2H-pyran-4-ol C=1N=CN2C1C1=CC=CC=C1[C@H]2[C@H]2COCC[C@]2(O)C